ClC1=C(C(=CC=C1F)C1=CC=CC=C1)C(=O)NCC1(NC(NC1=O)=O)C=1N=CSC1C chloro-4-fluoro-N-{[4-(5-methyl-1,3-thiazol-4-yl)-2,5-dioxoimidazolidin-4-yl]methyl}[biphenyl]-2-carboxamide